1-(4-amino-5-iodo-7H-pyrrolo[2,3-d]pyrimidin-7-yl)-2-methylpropan-2-ol NC=1C2=C(N=CN1)N(C=C2I)CC(C)(O)C